tert-Butyl (1R,2S,5S)-2-((S)-1-((7-chloro-8-fluoro-4-oxo-3,4-dihydropyrido[4,3-d]pyrimidin-5-yl)oxy)ethyl)-3,8-diazabicyclo[3.2.1]octane-8-carboxylate ClC1=C(C=2N=CNC(C2C(=N1)O[C@@H](C)[C@@H]1[C@H]2CC[C@@H](CN1)N2C(=O)OC(C)(C)C)=O)F